C(#N)[C@H](CC1=CC=C(C=C1)C=1C=CC2=C(N(C(O2)=O)C)C1)NC(=O)[C@H]1OC[C@]2(CCO2)CNC1 (4S,7S)-N-((S)-1-cyano-2-(4-(3-methyl-2-oxo-2,3-dihydrobenzo[d]oxazol-5-yl)phenyl)ethyl)-1,6-dioxa-9-azaspiro[3.6]decane-7-carboxamide